CN1N=C(C(=C1)S(=O)(=O)NC(=O)C=1C(=NC(=CC1)N1N=C(C=C1)OCC(C(F)(F)F)(C)C)N1C(C[C@@H](C1)C)(C)C)C N-(1,3-dimethylpyrazol-4-yl)sulfonyl-6-[3-(3,3,3-trifluoro-2,2-dimethyl-propoxy)pyrazol-1-yl]-2-[(4S)-2,2,4-trimethylpyrrolidin-1-yl]pyridine-3-carboxamide